N1(N=NC2=C1C=CC=C2)C2=NC(=NC=C2C(F)(F)F)NC2CNCCC2 4-(1H-1,2,3-benzotriazol-1-yl)-N-(piperidin-3-yl)-5-(trifluoromethyl)pyrimidin-2-amine